C(CCCCCCCCCCC)C(C(=O)N)CCCCCCCCCCCCCCCCCCCC dodecyl-behenamide